ClC1=NC=C(C=N1)NC=1N=CC=C2C=CC=NC12 N-(2-chloropyrimidin-5-yl)-1,7-naphthyridin-8-amine